Cl.FC([C@@H]1[C@@H]2CC[C@H](C1)N2)(F)F |r| (±)-(1S,2S,4R)-2-(Trifluoromethyl)-7-azabicyclo[2.2.1]heptane Hydrochloride